(S)-tert-Butyl 4-(3-(benzylamino)-2-(furan-2-carboxamido)-3-oxopropyl)piperazine-1-carboxylate C(C1=CC=CC=C1)NC([C@H](CN1CCN(CC1)C(=O)OC(C)(C)C)NC(=O)C=1OC=CC1)=O